(tert-butyl)-5,6,7,8-tetrahydro-2,7-naphthyridin-1(2H)-one C(C)(C)(C)N1C(C=2CNCCC2C=C1)=O